tri(dibenzoylmethyl)phenanthrolin europium [Eu].C(C1=CC=CC=C1)(=O)C(C(C1=CC=CC=C1)=O)C1=C(C(=NC2=C3N=CC=CC3=CC=C12)C(C(C1=CC=CC=C1)=O)C(C1=CC=CC=C1)=O)C(C(C1=CC=CC=C1)=O)C(C1=CC=CC=C1)=O